4-[9-(2,6-dimethyl-4-prop-1-ynyl-phenyl)-8,10-dioxo-3-azaspiro[5.5]undec-3-yl]-4-oxo-butyronitrile CC1=C(C(=CC(=C1)C#CC)C)C1C(CC2(CCN(CC2)C(CCC#N)=O)CC1=O)=O